CN1N=C(C=C1)OCCCNC(OC(C)(C)C)=O tert-butyl N-[3-(1-methylpyrazol-3-yl)oxypropyl]carbamate